Ornithine N[C@@H](CCCN)C(=O)O